2-Heptyl-4-phenylphenol C(CCCCCC)C1=C(C=CC(=C1)C1=CC=CC=C1)O